C1(=CC=CC=C1)C1=CC=C(C=C1)C(=O)Cl 4'-biphenyloyl chloride